[I-].N1C=C(C2=CC=CC=C12)CC[NH+](CCC)C [2-(1H-indol-3-yl)ethyl](methyl)propylazanium Iodide